3-(4-fluoro-1-oxo-5-(4,4,5,5-tetramethyl-1,3,2-dioxaborolan-2-yl)isoindolin-2-yl)piperidine-2,6-dione FC1=C2CN(C(C2=CC=C1B1OC(C(O1)(C)C)(C)C)=O)C1C(NC(CC1)=O)=O